N=1C=NN2C=NC=CC21 [1,2,4]TRIAZOLO[1,5-C]PYRIMIDINE